N-[4-[[4-(azetidin-3-yl)piperazin-1-yl]methyl]-1-[5-(3-cyano-6-ethoxy-pyrazolo[1,5-a]pyridin-4-yl)-2-pyridyl]-4-piperidyl]-2,5-difluoro-benzamide N1CC(C1)N1CCN(CC1)CC1(CCN(CC1)C1=NC=C(C=C1)C=1C=2N(C=C(C1)OCC)N=CC2C#N)NC(C2=C(C=CC(=C2)F)F)=O